C(CCCCCCCCC=CCCCCCC)C1=C(C(=O)O)C(=CC=C1)OC 2-(heptadec-10-en-1-yl)-6-methoxybenzoic acid